C(#N)C1=C(C=NC=C1)C1=CC(=C(C=C1)NC(=O)C1=NN(C(C=C1)=O)C1=C(C=CC=C1F)F)N1C[C@H](NCC1)CO (S)-N-(4-(4-cyanopyridin-3-yl)-2-(3-(hydroxymethyl)piperazin-1-yl)phenyl)-1-(2,6-difluorophenyl)-6-oxo-1,6-dihydropyridazine-3-carboxamide